NC1CC(C1)(O)C 3-amino-1-methylcyclobutan-1-ol